[N+](=O)([O-])C1=CC=C(OC=2C=NN(C2)C(=O)OC(C)(C)C)C=C1 tert-butyl 4-(4-nitrophenoxy)-1H-pyrazole-1-carboxylate